C(OC1=CC=CC=2NN=NC21)(OC2=CC=CC=1NN=NC12)=O 1,1'-(dibenzotriazolyl) carbonate